N-(4-aminopyridin-2-yl)-N-(3-cyanophenyl)acetamide NC1=CC(=NC=C1)N(C(C)=O)C1=CC(=CC=C1)C#N